4-[2-[2,6-Dichloro-4-[4-(2,2,2-trifluoroethyl)piperazin-1-yl]benzoyl]-4-oxo-1,3-dihydrophthalazin-5-yl]-2-morpholin-4-ylbenzoic acid ClC1=C(C(=O)N2CC3=CC=CC(=C3C(N2)=O)C2=CC(=C(C(=O)O)C=C2)N2CCOCC2)C(=CC(=C1)N1CCN(CC1)CC(F)(F)F)Cl